CC=1C(=NC=CC1)NC(=O)NC1=CC=CC=C1 1-(3-methylpyridin-2-yl)-3-phenyl-urea